(Z)-1-phenyl-2-(1H-tetrazol-1-yl)ethanone C1(=CC=CC=C1)C(CN1N=NN=C1)=O